NC1=C(C(=NN1C(C)C)C1=CC=C(C=C1)CC(=O)NC1=CC(=NO1)C1(CCCC1)C)C(=O)N 5-amino-1-isopropyl-3-(4-(2-((3-(1-methylcyclopentyl)isoxazol-5-yl)amino)-2-oxoethyl)phenyl)-1H-pyrazole-4-carboxamide